methyl 4-((R)-2-(((tert-butyldiphenylsilyl)oxy)methyl)pyrrolidine-1-carboxamido)-5-fluoro-2-(((S)-1,1,1-trifluoropropan-2-yl)oxy)benzoate [Si](C1=CC=CC=C1)(C1=CC=CC=C1)(C(C)(C)C)OC[C@@H]1N(CCC1)C(=O)NC1=CC(=C(C(=O)OC)C=C1F)O[C@H](C(F)(F)F)C